2-[bis(2,4-di-tert-butyl-phenoxy)phosphino]-3,5-di(tert-butyl)phenyl-palladium (II) chloride C(C)(C)(C)C1=C(OP(C2=C(C=C(C=C2C(C)(C)C)C(C)(C)C)[Pd]Cl)OC2=C(C=C(C=C2)C(C)(C)C)C(C)(C)C)C=CC(=C1)C(C)(C)C